(Z)-2-(4-(dimethylamino)benzylidene)-6-(octyloxy)benzofuran-3(2H)-one CN(C1=CC=C(\C=C\2/OC3=C(C2=O)C=CC(=C3)OCCCCCCCC)C=C1)C